6-(3-(dimethylamino)propoxy)-5-phenylpyridin-3-amine CN(CCCOC1=C(C=C(C=N1)N)C1=CC=CC=C1)C